COC1=C(C=C(C=C1)OC)NC(=S)N1C[C@@](CC1)(C1=NC=NS1)C1=CC(=C(C=C1)C)F (S)-N-(2,5-dimethoxyphenyl)-3-(3-fluoro-4-methylphenyl)-3-(1,2,4-thiadiazol-5-yl)pyrrolidine-1-carbothioamide